1-oxo-2-phenyl-1,2,3,4-tetrahydroisoquinoline-7-carbaldehyde O=C1N(CCC2=CC=C(C=C12)C=O)C1=CC=CC=C1